C(C)(C)C1=C(OC=2C(=NC(=NC2)NC2CCSCC2)N)C=C(C(=C1)OC)OC 5-(2-Isopropyl-4,5-dimethoxy-phenoxy)-N*2*-(tetrahydro-thiopyran-4-yl)-pyrimidine-2,4-diamine